C(CC)OS(=O)CCC propylpropanesulfinate